ON(C(=O)N)[C@H](C)C1=CC2=C(S1)C=CC=C2 |r| (±)-N-hydroxy-N-(1-benzo[b]thiophen-2-ylethyl)urea